N-[(2R)-1-{3-[4-(2-boronoethyl)-2-carboxy-3-hydroxyphenoxy]azetidin-1-yl}-1-oxopropan-2-yl]-D-alpha-asparagine B(O)(O)CCC1=C(C(=C(OC2CN(C2)C([C@@H](C)N[C@H](CC(=O)O)C(N)=O)=O)C=C1)C(=O)O)O